C1(=CC=CC=C1)[C@H]1CC[C@H](CC1)OC[C@@H]1N(CCC[C@@H]1C1=NNC=C1)C(=O)OCC=1OC(=CN1)C (5-methyloxazol-2-yl)methyl (CIS)-2-((((CIS)-4-phenylcyclohexyl)oxy) methyl)-3-(1H-pyrazol-3-yl)piperidine-1-carboxylate